3-aminomethyl-cyclohexylmethylamine NCC1CC(CCC1)CN